C(#N)CNCC(C1=CC=C(C=C1)C(F)(F)F)N1C[C@@H](N(C[C@H]1CC)C=1C2=C(N(C(N1)=O)C)C=CC(=N2)C#N)C 4-((2s,5r)-4-(2-((cyanomethyl)amino)-1-(4-(trifluoromethyl)phenyl)ethyl)-5-ethyl-2-methylpiperazin-1-yl)-1-methyl-2-oxo-1,2-dihydropyrido[3,2-d]pyrimidine-6-carbonitrile